COC=1C=C2C(=CC=NC2=CC1OC)NC1=CC=C(C=C1)NC(=O)NC1=CC=C(C=C1)F 1-(4-((6,7-dimethoxyquinolin-4-yl)amino)phenyl)-3-(4-fluorophenyl)urea